4-chloro-3-(4-(3,3-difluoropiperidin-4-ylamino)-6-(3,5-dimethyl-isoxazol-4-yl)-5-methylpyrimidin-2-yl)phenol HCl salt Cl.ClC1=C(C=C(C=C1)O)C1=NC(=C(C(=N1)NC1C(CNCC1)(F)F)C)C=1C(=NOC1C)C